BrC1=CC(=C(C=N1)C(=O)OC)C1CC1 methyl 6-bromo-4-cyclopropylpyridine-3-carboxylate